(R)-3-(6-(3-Methylpiperazin-1-yl)pyridin-3-yl)-5-(piperidin-1-yl)-1H-pyrazolo[3,4-c]pyridine C[C@@H]1CN(CCN1)C1=CC=C(C=N1)C1=NNC2=CN=C(C=C21)N2CCCCC2